ClC1=NN=C2N1C1=CC=CC=C1C(=N2)N(C2=CC(=CC=C2)N2CC1(C2)CN(C1)CC(F)(F)F)C chloro-N-methyl-N-(3-(6-(2,2,2-trifluoroethyl)-2,6-diazaspiro[3.3]heptan-2-yl)phenyl)-[1,2,4]triazolo[4,3-a]quinazolin-5-amine